[Ti].[Sr] strontium titanium